O1C(CCCC1)OC=1C=C(C=CC1OC1OCCCC1)C=CC(=O)C1=CC=C(C=C1)OC1OCCCC1 3-[3,4-Bis(oxan-2-yloxy)phenyl]-1-[4-(oxan-2-yloxy)phenyl]prop-2-en-1-one